C1(CC1)N(C(C=C)=O)[C@@H]1C[C@@H](C1)OC=1C=2N(C=C(N1)C=1C=NN(C1)C)N=CC2 N-cyclopropyl-N-((cis)-3-((6-(1-methyl-1H-pyrazol-4-yl)pyrazolo[1,5-a]pyrazin-4-yl)oxy)cyclobutyl)acrylamide